O1C2=C(OCC1)C=C(C=C2)[C@H]([C@@H](CN2CCCC2)NC(C(CCC2=CC(=CC=C2)C2=NC=CC=C2)(F)F)=O)O N-((1r,2r)-1-(2,3-dihydrobenzo[b][1,4]dioxin-6-yl)-1-hydroxy-3-(pyrrolidin-1-yl)propan-2-yl)-2,2-difluoro-4-(3-(pyridin-2-yl)phenyl)butanamide